[I-].C[S+](CCCCCCCCCCCCCCCCCC)C dimethyl-(octadecyl)sulfonium iodide